FC1=CC=C2C=C(C=C(C2=C1F)C1=C(C=2N=C(N=C(C2C=N1)N1CC(CCC1)C1=NC(=NN1)C)OCC12CCCN2CCC1)F)OCOC 7-(7,8-difluoro-3-(methoxymethoxy)naphthalen-1-yl)-8-fluoro-2-((hexahydro-1H-pyrrolizin-7a-yl)methoxy)-4-(3-(3-methyl-1H-1,2,4-triazol-5-yl)piperidin-1-yl)pyrido[4,3-d]pyrimidine